C1(=CC=C(C=C1)C(C(=O)O)(CCCC)NS(=O)(=O)O)C 4-tolyl-(sulfo)aminocaproic acid